C12(CC(C1)C2)NC(O[C@@H]2[C@@H](C[C@@H](C2)C2=CC(=NN2)NC2=NC=CC=1N2C=C(N1)C(=O)N1CCNCC1)F)=O (1S,2R,4R)-2-fluoro-4-(3-((2-(piperazine-1-carbonyl)imidazo[1,2-c]pyrimidin-5-yl)amino)-1H-pyrazol-5-yl)cyclopentyl bicyclo[1.1.1]pentan-1-ylcarbamate